C(#N)C=1C=C(C=CC1)C=1N=C(SC1C1=CC(=NC(=C1)C)C(C)C)NC(=O)N1CC2(COC2)C1 N-[4-(3-cyanophenyl)-5-(2-isopropyl-6-methyl-4-pyridinyl)thiazol-2-yl]-2-oxa-6-azaspiro[3.3]heptane-6-carboxamide